(R)-44-Carboxy-1,41,46-trioxo-1-(perfluorophenoxy)-45-undecyl-4,7,10,13,16,19,22,25,28,31,34,37-dodecaoxa-40,45-diazahexapentacontan-56-oic acid C(=O)(O)[C@@H](CCC(NCCOCCOCCOCCOCCOCCOCCOCCOCCOCCOCCOCCOCCC(OC1=C(C(=C(C(=C1F)F)F)F)F)=O)=O)N(C(CCCCCCCCCC(=O)O)=O)CCCCCCCCCCC